tert-butyl-5-cyano-2-(4,4-difluoropiperidin-1-yl)-6-(trifluoromethyl)nicotinic acid C(C)(C)(C)C1=C(C(=NC(=C1C(=O)O)N1CCC(CC1)(F)F)C(F)(F)F)C#N